F[C@H]1[C@@H]([C@H](C(O[C@@H]1CO)O)O)O (3R,4R,5S,6R)-5-fluoro-6-(hydroxymethyl)tetrahydro-2H-pyran-2,3,4-triol